Alanyl-Hydroxyproline N[C@@H](C)C(=O)N1[C@@H](C[C@@H](O)C1)C(=O)O